ClC1=C2C(=NC=C1OC=1C=NN3C1C=NC(=C3)NC)N=C(N2C)NC=2C(N(C=C(C2)C(F)(F)F)C=2C=NC=CC2)=O 3-((7-chloro-1-methyl-6-((6-(methylamino)pyrazolo[1,5-a]pyrazin-3-yl)oxy)-1H-imidazo[4,5-b]pyridin-2-yl)amino)-5-(trifluoromethyl)-2H-[1,3'-bipyridin]-2-one